styrene methyl-methacrylate glycidyl-methacrylate C(C1CO1)OC(C(=C)C)=O.COC(C(=C)C)=O.C=CC1=CC=CC=C1